(1-(methyl-d3)-1H-1,2,4-triazol-3-yl)methanol C(N1N=C(N=C1)CO)([2H])([2H])[2H]